4-(bromomethyl)-2-chloro-1-methylbenzene BrCC1=CC(=C(C=C1)C)Cl